N[C@H](CC(=O)O)[C@@H](C(C)C)O (3R,4R)-3-Amino-4-hydroxy-5-methyl-hexanoic acid